ClC=1C=C2C(=NC(=NC2=C(C1C1=CC(=CC2=CC=CC=C12)OCOC)F)OC[C@H]1N(CCC1)C)N1CC2CCC(C1)N2C(=O)OC(C)(C)C tert-butyl 3-(6-chloro-8-fluoro-7-(3-(methoxymethoxy)naphthalen-1-yl)-2-(((S)-1-methylpyrrolidin-2-yl)methoxy)quinazolin-4-yl)-3,8-diazabicyclo[3.2.1]octane-8-carboxylate